O1CCC(CC1)CCC1(OCCO1)CC(=O)Cl 2-(2-(2-(tetrahydro-2H-pyran-4-yl)ethyl)-1,3-dioxolan-2-yl)acetyl chloride